3-[2-(8-chloro-4-oxo-chromen-2-yl)-5-methyl-phenoxy]-2,2-dimethyl-propanoic acid ClC=1C=CC=C2C(C=C(OC12)C1=C(OCC(C(=O)O)(C)C)C=C(C=C1)C)=O